(4S)-4-(2-(1-Ethyl-3-(trifluoromethyl)-1H-pyrazol-4-yl)phenyl)-6-((E)-3-(morpholin-3-yl)acryloyl)-4,5,6,7-tetrahydrothieno[2,3-c]pyridine-2-carbonitrile C(C)N1N=C(C(=C1)C1=C(C=CC=C1)[C@H]1C2=C(CN(C1)C(\C=C\C1NCCOC1)=O)SC(=C2)C#N)C(F)(F)F